C1(=CC=CC=C1)P(=O)(C1=CC=CC=C1)N(C(C)C)P(=O)(C1=CC=CC=C1)C1=CC=CC=C1 bis-diphenylphosphinylisopropylamine